S1N=CNC1=O 1,2,4-thiadiazole-5(4H)-one